ClC1=C(COC2=CC3=C(C(/C(/O3)=C/C3=CN(C4=CC=C(C=C34)OC)C)=O)C=C2)C=CC(=C1)F (2Z)-6-[(2-chloro-4-fluorobenzyl)oxy]-2-[(5-methoxy-1-methyl-1H-indol-3-yl)methylene]-1-benzofuran-3(2H)-one